3-(trifluoromethyl)-5-[3-(trifluoromethyl)phenyl]benzoic acid FC(C=1C=C(C(=O)O)C=C(C1)C1=CC(=CC=C1)C(F)(F)F)(F)F